6-(1-(4-methoxy-1H-indol-1-yl)ethyl)-5-methyl-2-phenyl-3-(piperidin-1-yl)pyrazolo[1,5-a]pyrimidin-7(4H)-one COC1=C2C=CN(C2=CC=C1)C(C)C1=C(NC=2N(C1=O)N=C(C2N2CCCCC2)C2=CC=CC=C2)C